1-(7-((5-(1-(2,2-difluoroethyl)-2-methyl-1H-benzo[d]imidazol-6-yl)-4-methoxy-7H-pyrrolo[2,3-d]pyrimidin-2-yl)amino)-2-azaspiro[3.5]nonan-2-yl)ethan-1-one FC(CN1C(=NC2=C1C=C(C=C2)C2=CNC=1N=C(N=C(C12)OC)NC1CCC2(CN(C2)C(C)=O)CC1)C)F